C(C)OC([C@@H](N(C1=CC=C(C=C1)F)C=1SC(=C(N1)Cl)C(=O)C1=NC(=NO1)C1CCCC1)C)=O |r| Rac-N-[4-chloro-5-(3-cyclopentyl-1,2,4-oxadiazole-5-carbonyl)-1,3-thiazol-2-yl]-N-(4-fluorophenyl)-alanine ethyl ester